acryloyloxyethyl-triethoxysilane C(C=C)(=O)OCC[Si](OCC)(OCC)OCC